NC=1C=2O[C@@H](C3=CC(=CC=C3C3=NN(C=C3CN3N=NC(=C3C(=CN1)C2)C#N)C)F)C (19R)-22-amino-16-fluoro-10,19-dimethyl-20-oxa-4,5,6,10,11,23-hexaazapentacyclo[19.3.1.02,6.08,12.013,18]pentacosa-1(24),2,4,8,11,13,15,17,21(25),22-decaene-3-carbonitrile